CN1N=C(C=C1C)N1C(C2=C(C=C1)N(C=C2NC(OC(C)(C)C)=O)C)=O Tert-butyl (5-(1,5-dimethyl-1H-pyrazol-3-yl)-1-methyl-4-oxo-4,5-dihydro-1H-pyrrolo[3,2-c]pyridin-3-yl)carbamate